ethyl 1-(4-ethoxy-4-oxobutyl)-3-nitro-1H-pyrazole-5-carboxylate C(C)OC(CCCN1N=C(C=C1C(=O)OCC)[N+](=O)[O-])=O